N-(3-methyl-4-(4-((5-methyl-1H-pyrazol-3-yl)amino)-7-(4-methylpiperazin-1-yl)quinazolin-2-yl)phenyl)acrylamide CC=1C=C(C=CC1C1=NC2=CC(=CC=C2C(=N1)NC1=NNC(=C1)C)N1CCN(CC1)C)NC(C=C)=O